C(C1=CC=CC=C1)(=O)OC1=C(C(C(C(=C1)C(C)(C)C)(C(C)(C)C)O)C(C)(C)C)C1C(OC2=C1C=C(C=C2)C(C)(C)C)=O benzoic acid, 3,5-bis(1,1-dimethylethyl)-4-hydroxy-4-(1,1-dimethylethyl)-2-[5-(1,1-dimethylethyl)-2,3-dihydro-2-oxo-3-benzofuranyl]phenyl ester